BrC=1C=NC(=NC1)NCC(F)(F)F 5-bromo-N-(2,2,2-trifluoroethyl)pyrimidin-2-amine